4-bromopentylmethoxymethyl ether BrC(CCCC(OC)OC(CCCC(C)Br)OC)C